3-(3-(tert-Butylthio)-1-(4-chlorobenzyl)-5-methoxy-1H-pyrrolo[2,3-b]pyridin-2-yl)-2,2-dimethylpropanoic acid C(C)(C)(C)SC1=C(N(C2=NC=C(C=C21)OC)CC2=CC=C(C=C2)Cl)CC(C(=O)O)(C)C